2-(2-(cyanomethyl)-3-fluoropyridin-4-yl)-2-oxoethyl (3S)-7-(3-chloro-2-fluoro-6-(1H-tetrazol-1-yl)phenyl)-5-oxo-1,2,3,5,8,8a-hexahydroindolizine-3-carboxylate ClC=1C(=C(C(=CC1)N1N=NN=C1)C1=CC(N2[C@@H](CCC2C1)C(=O)OCC(=O)C1=C(C(=NC=C1)CC#N)F)=O)F